COC1=C(C(=C(C=C1)C)[N+](=O)[O-])C=C 1-methoxy-4-methyl-3-nitro-2-vinyl-benzene